3-[4-[(2-methylimidazol-1-yl)methyl]phenyl]-5-(trifluoromethyl)-1,2,4-oxadiazole CC=1N(C=CN1)CC1=CC=C(C=C1)C1=NOC(=N1)C(F)(F)F